3-cyclopropyl-N-(3,3-difluorocyclobutyl)-N-methyl-imidazo[1,5-a]pyridine-7-sulfonamide C1(CC1)C1=NC=C2N1C=CC(=C2)S(=O)(=O)N(C)C2CC(C2)(F)F